N(=NC(CCCO)(C)C#N)C(CCCO)(C)C#N 4,4'-azobis(4-cyano-1-pentanol)